O=CC(C)NC(OCC1=CC=CC=C1)=O benzyl (1-oxopropan-2-yl)carbamate